2-(2-isopropyl-4-methoxypyridin-3-yl)-4-(4-(1-methyl-4-(trifluoromethyl)-1H-imidazol-2-yl)benzyl)-6,7-dihydropyrazolo[1,5-a]pyrimidin-5(4H)-one C(C)(C)C1=NC=CC(=C1C1=NN2C(N(C(CC2)=O)CC2=CC=C(C=C2)C=2N(C=C(N2)C(F)(F)F)C)=C1)OC